CC(C)(C)OC(=O)NC1CCNCC1 Tert-butyl N-(piperidin-4-yl)carbamate